OC=1C(=C(C=CC1)C(CCCC1=C(C(=CC=C1)O)O)C1=C(C(=CC=C1)O)O)O 1,1,4-tris(dihydroxyphenyl)butane